6-bromo-4-chloro-2-{8-fluoro-2-methylimidazo[1,2-a]pyridin-6-yl}-1,8-naphthyridine BrC=1C=C2C(=CC(=NC2=NC1)C=1C=C(C=2N(C1)C=C(N2)C)F)Cl